tert-butyl (3R,4R)-3-fluoro-4-(7-methyl-2-((7-methylquinolin-6-yl)amino)-8-oxo-7,8-dihydro-9H-purin-9-yl)pyrrolidine-1-carboxylate F[C@@H]1CN(C[C@H]1N1C2=NC(=NC=C2N(C1=O)C)NC=1C=C2C=CC=NC2=CC1C)C(=O)OC(C)(C)C